BrC=1C=CC2=C(C(=CO2)NC(OCC)=O)C1 ethyl (5-bromobenzofuran-3-yl)carbamate